N-(2-{[4-(4-methylpiperazin-1-yl)phenyl]amino}-5-[2-(triisopropylsilyl)ethynyl]pyrido[2,3-d]pyrimidin-7-yl)benzamide CN1CCN(CC1)C1=CC=C(C=C1)NC=1N=CC2=C(N1)N=C(C=C2C#C[Si](C(C)C)(C(C)C)C(C)C)NC(C2=CC=CC=C2)=O